4-[3-(1,3-benzodioxol-5-yl)imidazo[1,2-a]pyrazin-6-yl]-N-(2-dimethylamino-ethyl)benzamide O1COC2=C1C=CC(=C2)C2=CN=C1N2C=C(N=C1)C1=CC=C(C(=O)NCCN(C)C)C=C1